B(O)(O)C=1C=C(C(=O)NCC(=O)O)C=C(C1)S(=O)(=O)C1=CC(=CC(=C1)S(F)(F)(F)(F)F)B(O)O (3-Borono-5-((3-borono-5-(pentafluoro-λ6-sulfanyl)phenyl)sulfonyl)-benzoyl)glycine